CC(C)N(C(=O)/C=C/C(=O)OCC)C(C)C Ethyl (2E)-3-[bis(propan-2-yl)carbamoyl]prop-2-enoate